CC1=C(C=CC(=C1)C)ON1C2=NC(=NC=C2N=C1)F (2,4-dimethylphenyl)oxy-2-fluoro-9H-purine